C(C)(C)(C)OC(=O)N1C(=CC=2C1=[N+](C=CC2)[O-])C(=O)OCC 1-(t-butoxycarbonyl)-2-(ethoxycarbonyl)-1H-pyrrolo[2,3-b]pyridine-7-oxide